OC(C)(C)[C@@H]1CN(CCO1)C=1C=CC(=NC1)NC=1C2=C(C(=NC1)C1=C3C=CN(C3=CC=C1)C)CNC2=O 7-[[5-[(2S)-2-(1-hydroxy-1-methyl-ethyl)morpholin-4-yl]-2-pyridyl]amino]-4-(1-methylindol-4-yl)-2,3-dihydropyrrolo[3,4-c]pyridin-1-one